CN1C(C(=CC(=C1)B1OC(C(O1)(C)C)(C)C)NC1=NC=C(C=C1)N1CCN(CC1)C1COC1)=O 1-methyl-3-(5-(4-(oxetan-3-yl)piperazin-1-yl)pyridin-2-ylamino)-5-(4,4,5,5-tetramethyl-1,3,2-dioxa-borolan-2-yl)pyridin-2(1H)-one